ClC1=NC=C(C(=C1)C1=C(C=NC(=C1)C)C(=O)NC=1SC(=NN1)[C@H]1[C@H](C1)C#N)OC 2'-chloro-N-(5-((1R,2S)-2-cyanocyclopropyl)-1,3,4-thiadiazol-2-yl)-5'-methoxy-6-methyl-(4,4'-bipyridine)-3-carboxamide